FC1=NC(=CC=C1C(=O)OC)F methyl 2,6-difluoropyridine-3-carboxylate